3-(sec-butyl)-9-fluoro-4-(3-hydroxyazetidine-1-carbonyl)-1,3,4,5-tetrahydro-2H-benzo[1,4]diazepin-2-one C(C)(CC)C1C(NC2=C(CN1C(=O)N1CC(C1)O)C=CC=C2F)=O